6-(3,5-difluoroanilino)-3-methoxy-N-(2-oxabicyclo[3.2.0]heptan-7-yl)pyridine-2-carboxamide FC=1C=C(NC2=CC=C(C(=N2)C(=O)NC2CC3CCOC23)OC)C=C(C1)F